5-(1-propynyl)-cytosine C(#CC)C=1C(=NC(NC1)=O)N